NC1=C(C=C(C=C1)N1C[C@@H](CC1)N(C)C)P(C)(C)=O (R)-(2-amino-5-(3-(Dimethylamino)pyrrolidin-1-yl)phenyl)dimethylphosphine oxide